ClC=1C=C(NC2(CCC3(C(CC4=CC(=C(C=C34)OC)OC)C[C@H](COCC3=CC=C(C=C3)OC)C)CC2)C(=O)OC)C=CC1 methyl (1r,4R)-4-(3-chloroanilino)-5',6'-dimethoxy-2'-{(2R)-3-[(4-methoxyphenyl)methoxy]-2-methylpropyl}-2',3'-dihydrospiro[cyclohexane-1,1'-indene]-4-carboxylate